2-Phenylethyliso-amylether C1(=CC=CC=C1)CCOCCC(C)C